O=C1NC(CCC1N1C(C2=CC=C(C=C2C1=O)N1CCN(CC1)CCC1CCN(CC1)C=1C=C2C(=CN1)N(C=C2)C2=NC=C(C=C2)C)=O)=O 2-(2,6-dioxopiperidin-3-yl)-5-(4-(2-(1-(1-(5-methylpyridin-2-yl)-1H-pyrrolo[2,3-c]pyridin-5-yl)piperidin-4-yl)ethyl)piperazin-1-yl)isoindoline-1,3-dione